C(C)OC(=O)C=1C(NC2=CC=CC=C2C1)=O quinolonecarboxylic acid ethyl ester